C(#N)CCC1=CC=2C3=C(C(=NC2C(=C1C1=CC(=CC2=CC=CC=C12)OCOC)F)SC)C=C(N3[C@H]3[C@H]1CN([C@@H]3C1)C(=O)OC(C)(C)C)C tert-Butyl (1R,4R,5S)-5-(8-(2-cyanoethyl)-6-fluoro-7-(3-(methoxymethoxy)naphthalen-1-yl)-2-methyl-4-(methylthio)-1H-pyrrolo[3,2-c]quinolin-1-yl)-2-azabicyclo[2.1.1]hexane-2-carboxylate